tri-(2-ethylhexyl)trimellitate C(C)C(CC=1C(=C(C(=C(C1C(=O)[O-])C(=O)[O-])CC(CCCC)CC)C(=O)[O-])CC(CCCC)CC)CCCC